C(C1=CC=CC=C1)OC=1C=CC2=C(C(=C(O2)C)C(=O)N[C@@H]2C[C@@H](N(CC2)C(=O)OC(C)(C)C)C)C1 tert-butyl cis-4-(5-(benzyloxy)-2-methylbenzofuran-3-carboxamido)-2-methylpiperidine-1-carboxylate